C(C)C1=CC=C(OCCCCC(=O)O)C=C1 5-(4-ethylphenoxy)pentanoic acid